CC1=CC=C(C=C1)C(=CC(=O)OCC)N ethyl 3-(4-methylphenyl)-3-aminoacrylate